3-((2-amino-[1,2,4]triazolo[1,5-a]pyridin-6-yl)oxy)-2,2-dimethylpropanenitrile NC1=NN2C(C=CC(=C2)OCC(C#N)(C)C)=N1